5-oxohexahydrocyclopenta[c]pyrrole O=C1CC2C(CNC2)C1